C1(CC(CC(C1)C(=O)Cl)C(=O)Cl)C(=O)Cl 1,3,5-cyclohexanetricarbonylchloride